BrC1=CC2=C(N=C(O2)C2CCC(CC2)CO)C=C1C(=O)OC Methyl 6-bromo-2-((1r,4r)-4-(hydroxymethyl)cyclohexyl)benzo[d]oxazole-5-carboxylate